1-[[bis(4-methoxyphenyl)-phenyl-methoxy]methyl]-7-[2-cyanoethoxy-(diisopropylamino)phosphanyl]oxy-N-methyl-2-oxa-5-azabicyclo[2.2.1]heptane-5-carboxamide COC1=CC=C(C=C1)C(OCC12OCC(N(C1)C(=O)NC)C2OP(N(C(C)C)C(C)C)OCCC#N)(C2=CC=CC=C2)C2=CC=C(C=C2)OC